[Pb](Br)Br.C1(=CC=CC2=CC=CC=C12)[C@@H](C)[NH3+] |r| racemic-1-(1-naphthyl)ethylammonium lead bromide